N[C@H]1CN(CCC1)C(=O)C1=CC2=C(N(C(=N2)C=2N3CCNC4=CC=CC(C2)=C34)C)C=C1 [(3R)-3-amino-1-piperidyl]-[2-(1,9-diazatricyclo[6.3.1.04,12]dodeca-2,4(12),5,7-tetraen-2-yl)-1-methyl-benzimidazol-5-yl]methanone